hydroxy-6-(N-(5-chloro-2-(4-ethoxypiperidin-1-yl)pyridin-3-yl)sulfamoyl)benzofuran-2-carboxamide OC1=C(OC2=C1C=CC(=C2)S(NC=2C(=NC=C(C2)Cl)N2CCC(CC2)OCC)(=O)=O)C(=O)N